COC1=C(C(=CC=C1)OC)C=1C=CC(=NC1)N[C@@H]1C[C@H](CC1)NC=1N=NC(=CN1)C (1S,3S)-N1-(5-(2,6-Dimethoxyphenyl)pyridin-2-yl)-N3-(6-methyl-1,2,4-triazin-3-yl)cyclopentane-1,3-diamine